DIHYDROISOCHINOLINON C1(NCCC2=CC=CC=C12)=O